2-ethylhexyl 3-((7-(3,3-difluorocyclohexyl)-5-cyclopropyl-5H-pyrrolo[3,2-d]pyrimidin-2-yl)thio)propionate FC1(CC(CCC1)C1=CN(C2=C1N=C(N=C2)SCCC(=O)OCC(CCCC)CC)C2CC2)F